trans-1-cyclohexen-3,4-diol C1=C[C@H]([C@@H](CC1)O)O